1-(cyclopropylmethyl)-5-[2-(trifluoromethyl)phenyl]-1H-pyrazol C1(CC1)CN1N=CC=C1C1=C(C=CC=C1)C(F)(F)F